4-((tert-butylamino)methyl)-1-(phenylsulfonyl)-1H-pyrrolo[2,3-b]pyridin-5-amine C(C)(C)(C)NCC1=C2C(=NC=C1N)N(C=C2)S(=O)(=O)C2=CC=CC=C2